(S)-3-(4-acrylamido-3-methoxybenzamido)-N-(2-(dimethylamino)-1-phenylethyl)-6,6-dimethyl-4,6-dihydropyrrolo[3,4-c]pyrazole-5(1H)-carboxamide C(C=C)(=O)NC1=C(C=C(C(=O)NC=2C3=C(NN2)C(N(C3)C(=O)N[C@H](CN(C)C)C3=CC=CC=C3)(C)C)C=C1)OC